CC1=C(C(=O)OC)C=CC=C1NC=1SC=C(N1)C(F)(F)F Methyl 2-methyl-3-((4-(trifluoromethyl)thiazol-2-yl)amino)benzoate